(5Z)-13-[(phenylcarbamoyl)methoxy]tridec-5-en C1(=CC=CC=C1)NC(=O)COCCCCCCC\C=C/CCCC